FC(C1=NC2=C(N1)C=CC(=C2)NC(OC(C)(C)C)=O)(F)F tert-butyl 2-(trifluoromethyl)-1H-benzo[d]imidazol-5-ylcarbamate